CC=1N=C2N(C=C(C(=C2)C)NC(=O)N2CCC=3C2=NC=CC3N3CCN(CC3)C(=O)OC(C)(C)C)C1 tert-butyl 4-(1-((2,7-dimethylimidazo[1,2-a]pyridin-6-yl)carbamoyl)-2,3-dihydro-1H-pyrrolo[2,3-b]pyridin-4-yl)piperazine-1-carboxylate